COC1=CC=2C(=C3C(=NC2C=C1COCCN1CCCC1)CCC3)NCCC 7-methoxy-N-propyl-6-{[2-(pyrrolidin-1-yl)ethoxy]methyl}-1H,2H,3H-cyclopenta[b]quinolin-9-amine